O=C1NC(CCC1C=1C=CC(=NC1)NC1CCN(CC1)C(=O)OC(C)(C)C)=O tert-butyl 4-((5-(2,6-dioxopiperidin-3-yl)pyridin-2-yl)amino)piperidine-1-carboxylate